2-fluoro-5-methylbenzoic acid FC1=C(C(=O)O)C=C(C=C1)C